ClCCCCCCCCCCCCC1=C(C=CC=C1)O chlorododecyl-phenol